COC(OC)[SiH2]CCCNC(=NC)NC N-[3-(dimethoxymethylsilyl)propyl]-N',N''-dimethylguanidine